mono-n-butyl phosphate sodium salt [Na+].P(=O)(OCCCC)([O-])[O-].[Na+]